FC1=CC=C(C=C1)CNCCC1N(CCCC1)C N-(4-fluorophenylmethyl)-2-(1-methylpiperidin-2-yl)ethan-1-amine